spiro[cyclohexane-1,1'-indene]-4-carboxylic acid methyl ester COC(=O)C1CCC2(C=CC3=CC=CC=C23)CC1